C1=NC(=C2C(=N1)N(C=N2)[C@H]3[C@@H]([C@@H]([C@H](O3)COP(=O)(O)O[Se](=O)(=O)O)O)O)N The molecule is the 5'-selenonooxyphosphate ester of adenosine. It has a role as a mouse metabolite. It contains a selenono group. It derives from an adenosine.